(2R,3R,4S,5S,6R)-2-(Acetoxymethyl)-6-(2-methyl-4-(4-(trifluoromethyl)pyridin-2-yl)phenoxy)tetrahydro-2H-pyran-3,4,5-triyl triacetate C(C)(=O)O[C@@H]1[C@H](O[C@@H]([C@H]([C@H]1OC(C)=O)OC(C)=O)OC1=C(C=C(C=C1)C1=NC=CC(=C1)C(F)(F)F)C)COC(C)=O